2,3,5-tri-O-benzyl-D-ribofuranose C(C1=CC=CC=C1)O[C@H]1C(O)O[C@@H]([C@H]1OCC1=CC=CC=C1)COCC1=CC=CC=C1